1,1'-diazene-1,2-diyldicyclohexanecarbonitrile N(=NC1(CCCCC1)C#N)C1(CCCCC1)C#N